6-(4-((2S,6R)-4-acryloyl-6-methyl-1-(2,2,2-trifluoroethyl)piperazin-2-yl)-6-chloropyridin-2-yl)-N-methyl-pyrimidine-4-carboxamide C(C=C)(=O)N1C[C@@H](N([C@@H](C1)C)CC(F)(F)F)C1=CC(=NC(=C1)Cl)C1=CC(=NC=N1)C(=O)NC